ClC1=C(C(=O)OC([2H])([2H])[2H])C=C(C(=C1)F)N1C(N(C(=CC1=O)C(F)(F)F)C([2H])([2H])[2H])=O (2H3)methyl 2-chloro-4-fluoro-5-{1-[(2H3)methyl]-2,4-dioxo-6-(trifluoromethyl)-3-pyrimidinyl}benzoate